C(CCC)N1C(N(C(C(C1=O)=C(N)N)=O)C1CCC2(CC(C2)N2C(=NN(C2=O)COCC[Si](C)(C)C)C)CC1)=O 1-butyl-5-(diaminomethylene)-3-(2-(3-methyl-5-oxo-1-((2-(trimethylsilyl)ethoxy)methyl)-1,5-dihydro-4H-1,2,4-triazol-4-yl)spiro[3.5]nonan-7-yl)pyrimidine-2,4,6(1H,3H,5H)-trione